FC1=C(C=C(C(=C1)C)C=1C=NC(=C(C1)N1CCOCC1)OCCOC1OCCCC1)NC(=O)N1CC(CC1)C(F)(F)F N-[2-fluoro-4-methyl-5-[5-(morpholin-4-yl)-6-[2-(oxan-2-yloxy)ethoxy]pyridin-3-yl]phenyl]-3-(trifluoromethyl)pyrrolidine-1-carboxamide